ClC=1C(=NC(=NC1)NC1CCN(CC1)CC1=C2CN(C(C2=CC=C1)=O)C1C(NC(CC1)=O)=O)C=1C=NN(C1CC1CC1)C 3-(4-((4-((5-chloro-4-(5-(cyclopropylmethyl)-1-methyl-1H-pyrazol-4-yl)pyrimidin-2-yl)amino)piperidin-1-yl)methyl)-1-oxoisoindolin-2-yl)piperidine-2,6-dione